CN1CCN(CC1)CCNC(CC1C(NC(S1)=NN=CC1=C(C(=C(C=C1)O)O)O)=O)=O N-(2-(4-methylpiperazin-1-yl)ethyl)-2-(4-oxo-2-((2,3,4-trihydroxybenzylidene)hydrazono)thiazolidin-5-yl)acetamide